2-Hydroxy-7-(4-methoxyphenyl)-1H-phenalen-1-one OC=1C(C=2C=CC(=C3C=CC=C(C1)C23)C2=CC=C(C=C2)OC)=O